2-morpholino-9-(2-oxo-2-(pyridin-2-yl)ethyl)-9H-purine O1CCN(CC1)C1=NC=C2N=CN(C2=N1)CC(C1=NC=CC=C1)=O